O1C(=NC2=C1C=CC=C2)C=2N=C(N(C(C2O)=O)C)C=2N(C1=C(N2)C=CC(=C1)C(=O)NC)C1CCC1 2-[4-(1,3-benzoxazol-2-yl)-5-hydroxy-1-methyl-6-oxopyrimidin-2-yl]-3-cyclobutyl-N-methyl-1,3-benzodiazole-5-carboxamide